CC1OCCC1 2-methyl-tetrahydrofurane